CN1N=C(C=C1)C=1SC=CC1NC(CC1=CC=CC2=CC=CC=C12)=O N-(2-(1-methyl-1H-pyrazol-3-yl)thiophen-3-yl)-2-(naphthalen-1-yl)acetamide